3-[6-[3-[[ethyl(methyl)sulfamoyl]amino]-2,6-difluoro-phenoxy]-4-oxo-quinazolin-3-yl]-1-oxa-8-azaspiro[4.5]decane C(C)N(S(=O)(=O)NC=1C(=C(OC=2C=C3C(N(C=NC3=CC2)C2COC3(C2)CCNCC3)=O)C(=CC1)F)F)C